2-chloro-7-iodo-5-trityl-5H-pyrrolo[2,3-b]Pyrazine ClC=1N=C2C(=NC1)N(C=C2I)C(C2=CC=CC=C2)(C2=CC=CC=C2)C2=CC=CC=C2